5-(3-amino-2-fluorobenzyl)-3,4-difluoro-2-((2-fluoro-4-iodophenyl)amino)benzoic acid hydrochloric acid salt Cl.NC=1C(=C(CC=2C(=C(C(=C(C(=O)O)C2)NC2=C(C=C(C=C2)I)F)F)F)C=CC1)F